1-(4-chlorobenzyl)-N4-(4-methoxybenzyl)-N4-(3,4,5-trimethoxyphenyl)terephthalamide ClC1=CC=C(CC2(C(=O)N)CC=C(C(=O)N(C3=CC(=C(C(=C3)OC)OC)OC)CC3=CC=C(C=C3)OC)C=C2)C=C1